ICCCC#C 5-iodopent-1-yne